The molecule is an optically active form of phenylalaninate having L-configuration. It has a role as an Escherichia coli metabolite, a Saccharomyces cerevisiae metabolite and a plant metabolite. It is a phenylalaninate and a L-alpha-amino acid anion. It is a conjugate base of a L-phenylalanine. It is an enantiomer of a D-phenylalaninate. C1=CC=C(C=C1)C[C@@H](C(=O)[O-])N